propanal O-(2-(1-(5-(trifluoromethyl)pyrimidin-2-yl)piperidin-4-yl)ethyl) oxime FC(C=1C=NC(=NC1)N1CCC(CC1)CCON=CCC)(F)F